O=C1NC(CCC1N1C(C2=CC=CC(=C2C1)C=C(CC=1C(=NC=CC1)C(=O)N)F)=O)=O (3-(2-(2,6-dioxopiperidin-3-yl)-1-oxoisoindolin-4-yl)-2-fluoroallyl)picolinamide